OC1(CCNCC1)CN1C(CCC1)=O 1-[(4-hydroxypiperidin-4-yl)methyl]pyrrolidin-2-one